N-hydroxy-2-methyl-2-(methylsulfonyl)-4-(4-(4-(1-(4-nitrobenzyl)-1H-1,2,3-triazol-4-yl)phenyl)-2-oxopyridin-1(2H)-yl)butanamide ONC(C(CCN1C(C=C(C=C1)C1=CC=C(C=C1)C=1N=NN(C1)CC1=CC=C(C=C1)[N+](=O)[O-])=O)(S(=O)(=O)C)C)=O